N-(3-(5-chloro-1H-indol-3-yl)propyl)-4-((1-((4-methylpiperazin-1-yl)methyl)cyclopropyl)methoxy)benzenesulfonamide ClC=1C=C2C(=CNC2=CC1)CCCNS(=O)(=O)C1=CC=C(C=C1)OCC1(CC1)CN1CCN(CC1)C